bis[4-(3-amino-4-hydroxyphenoxy)phenyl] sulfone NC=1C=C(OC2=CC=C(C=C2)S(=O)(=O)C2=CC=C(C=C2)OC2=CC(=C(C=C2)O)N)C=CC1O